CSC1=CC=C(C=C1)NC1=CC2=CC=CC=C2C=C1 N-(4-(methylthio)phenyl)naphthalen-2-amine